ClNCCC[N+](CCCS(=O)(=O)[O-])(C)C 3-[(3-Chloroaminopropyl) dimethyl-ammonio]-1-propanesulfonate